CN1C(N(C=2N=C(N(C2C1=O)C)OCCCOC1=CC=CC=C1)C)=O 1,3,7-trimethyl-8-(3-phenoxypropoxy)-3,7-dihydro-1H-purine-2,6-dione